6-(2,4-difluorophenoxy)-8-methyl-2-((tetrahydro-2H-pyran-4-yl)amino)pyrido[2,3-d]pyrimidin-7(8H)-one FC1=C(OC2=CC3=C(N=C(N=C3)NC3CCOCC3)N(C2=O)C)C=CC(=C1)F